FC=1C=C(C=C(C1OC1=CC(=NC=C1)C)F)CO (3,5-difluoro-4-((2-methyl-pyridin-4-yl)oxy)phenyl)methanol